6-(2-(4-(tert-butyl)phenoxy)acetyl)-2-(1-phenylcyclopropyl)-5,6,7,8-tetrahydropyrido[4,3-d]pyrimidin-4(3H)-one C(C)(C)(C)C1=CC=C(OCC(=O)N2CC3=C(N=C(NC3=O)C3(CC3)C3=CC=CC=C3)CC2)C=C1